NN1C(=NC(=C1C(=O)N)C1=CC=C(C=C1)C(NC1=NC=CC(=C1)C1=CC=C(C=C1)Cl)=O)[C@H]1NCCCC1 (S)-1-amino-4-(4-((4-(4-chlorophenyl)pyridin-2-yl)carbamoyl)phenyl)-2-(piperidin-2-yl)-1H-imidazole-5-carboxamide